ClC1=CC(=C(OCC2=CC=CC(=N2)C2CNCC2)C=C1)F 3-(6-((4-Chloro-2-fluorophenoxy)methyl)pyridin-2-yl)pyrrolidin